FC1=C(O[C@@H]2C[C@@]3([C@@H](CN(C3)C[C@@H](O)C=3C=C4CCC(NC4=CC3)=O)C2)O)C=CC(=C1)F 6-((S)-2-((3aS,5S,6aR)-5-(2,4-difluorophenoxy)-3a-hydroxyhexahydrocyclopenta[c]pyrrol-2(1H)-yl)-1-hydroxyethyl)-3,4-dihydroquinolin-2(1H)-one